COCCOC(COC1=NC=CC=C1OC1=C(C=C(C(=C1)N1C(N(C(=CC1=O)C(F)(F)F)C)=O)F)Cl)=O 2-Methoxyethyl-[(3-(2-chloro-4-fluoro-5-[3-methyl-2,6-dioxo-4-(trifluoromethyl)-3,6-dihydropyrimidin-1(2H)-yl]phenoxy)pyridine-2-yl)oxy]acetate